DiCaffeoylQuinic Acid C1[C@H](C([C@@H](CC1(C(=O)O)OC(=O)/C=C/C2=CC(=C(C=C2)O)O)O)OC(=O)/C=C/C3=CC(=C(C=C3)O)O)O